tert-butyl N-[12-acetyl-6-hydroxy-6,15-bis(trifluoromethyl)-19-oxa-3,4,12,18-tetrazatricyclo[12.3.1.12,5]nonadeca-1(18),2,4,14,16-pentaen-17-yl]carbamate C(C)(=O)N1CCCCCC(C2=NN=C(C=3C(=CC(=C(C1)N3)C(F)(F)F)NC(OC(C)(C)C)=O)O2)(C(F)(F)F)O